NC1=C(C=CC(=C1)OC(F)(F)F)C(=O)N1CCC(CC1)C1=CNC2=NC=C(N=C21)NC2COCC2 [2-amino-4-(trifluoromethoxy)phenyl]-[4-[2-[[tetrahydrofuran-3-yl]amino]-5H-pyrrolo[2,3-b]pyrazin-7-yl]-1-piperidyl]methanone